Cl.C(C1=CC=CC=C1)OC(=O)N1CCC1 azetidine-1-carboxylic acid benzyl ester hydrochloride